FC=1C=CC2=C(N=C(O2)C2=C(C=CC(=C2)N)N)C1 (5-fluorobenzo[d]oxazol-2-yl)benzene-1,4-diamine